9-(2-(9H-carbazol-1-yl)-5'-phenyl-[1,1':3',1''-terphenyl]-4-yl)-3,6-diphenyl-9H-carbazole C1(=CC=CC=2C3=CC=CC=C3NC12)C1=C(C=CC(=C1)N1C2=CC=C(C=C2C=2C=C(C=CC12)C1=CC=CC=C1)C1=CC=CC=C1)C1=CC(=CC(=C1)C1=CC=CC=C1)C1=CC=CC=C1